BrC1=CC(=C(C=C1)C1=C(C=NN1)C(=O)OCC)[N+](=O)[O-] ethyl 5-(4-bromo-2-nitrophenyl)-1H-pyrazole-4-carboxylate